5-(6-Methyl-3,6-diazabicyclo[3.1.1]heptan-3-yl)pyridin-2-amine CN1C2CN(CC1C2)C=2C=CC(=NC2)N